3-[[(3R)-1-ethyl-3-piperidyl]amino]-6-[2-methoxy-4-(trifluoromethyl)phenyl]-4-methyl-1,2,4-triazin-5-one C(C)N1C[C@@H](CCC1)NC1=NN=C(C(N1C)=O)C1=C(C=C(C=C1)C(F)(F)F)OC